tert-butyl (2-(4-(benzyloxy)-1H-indol-3-yl)ethyl)(2,2,2-trifluoroethyl)carbamate C(C1=CC=CC=C1)OC1=C2C(=CNC2=CC=C1)CCN(C(OC(C)(C)C)=O)CC(F)(F)F